BrC=1N=C(C(=NC1)CN(C(OC(C)(C)C)=O)C[C@H]1NC(CC1)=O)OC tert-butyl N-[(5-bromo-3-methoxy-pyrazin-2-yl)methyl]-N-[[(2S)-5-oxopyrrolidin-2-yl]methyl]carbamate